FC(C(=O)O)(F)F.FC1(C(CNCC1)C=1C=[N+](C=C(C1)C(C(F)(F)F)O)[O-])F 3-(4,4-difluoropiperidin-3-yl)-5-(2,2,2-trifluoro-1-hydroxyethyl)pyridine 1-oxide, trifluoroacetic acid salt